1-(3,6-Bis(dimethylamino)-10,10-dimethyl-9,10-dihydroanthracen-9-yl)ethyl (2,5-dioxopyrrolidin-1-yl) carbonate C(OC(C)C1C2=CC=C(C=C2C(C=2C=C(C=CC12)N(C)C)(C)C)N(C)C)(ON1C(CCC1=O)=O)=O